2-dodecylthioxanthone C(CCCCCCCCCCC)C1=CC=2C(C3=CC=CC=C3SC2C=C1)=O